C(C1=CC=CC=C1)OC1=NC(=CC=C1N1C(N(C2=C1C=CC=C2Br)C)=O)OCC2=CC=CC=C2 1-[2,6-bis(benzyloxy)pyridin-3-yl]-4-bromo-3-methyl-1,3-benzodiazol-2-one